(E)-4-(dimethylamino)-N-(2-methyl-3-(4,4,5,5-tetramethyl-1,3,2-dioxaborolan-2-yl)phenyl)but-2-enamide CN(C/C=C/C(=O)NC1=C(C(=CC=C1)B1OC(C(O1)(C)C)(C)C)C)C